Cl.Cl.N[C@@H](C(=O)N[C@H](C(=O)NCC=1C=NC(=C(C1)C)N)C)CCC1=CC=CC=C1 (R)-2-amino-N-((S)-1-(((6-amino-5-methylpyridin-3-yl)methyl)amino)-1-oxopropan-2-yl)-4-phenylbutanamide dihydrochloride